NCCC[SiH2]C(OCCC)OCCC 3-Aminopropyl(dipropoxymethylsilan)